Di(n-butyl) terephthalate C(C1=CC=C(C(=O)OCCCC)C=C1)(=O)OCCCC